(±)-cis-N-(8-amino-6-(5-methyl-1-(tetrahydro-2H-pyran-2-yl)-1H-pyrazol-4-yl)isoquinolin-3-yl)-2-fluorocyclopropanecarboxamide NC=1C=C(C=C2C=C(N=CC12)NC(=O)[C@H]1[C@H](C1)F)C=1C=NN(C1C)[C@@H]1OCCCC1 |&1:24|